(2S,4R)-1-[(2S)-2-(4-cyclopropyltriazol-1-yl)-3,3-dimethyl-butanoyl]-4-hydroxy-N-[(E)-3-(3-pyridyl)allyl]pyrrolidine-2-carboxamide C1(CC1)C=1N=NN(C1)[C@H](C(=O)N1[C@@H](C[C@H](C1)O)C(=O)NC\C=C\C=1C=NC=CC1)C(C)(C)C